2-(3-(2-Ethoxy-2-oxoethyl)phenyl)-7-((2-ethoxy-2-oxoethyl)sulfonyl)-2-methylheptanoic acid C(C)OC(CC=1C=C(C=CC1)C(C(=O)O)(CCCCCS(=O)(=O)CC(=O)OCC)C)=O